C1(CCCCCC1)[C@@H](C(=O)O)NC(=O)C=1N(N=CC1)CC (S)-cycloheptyl-[(2-ethylpyrazol-3-yl)formamido]acetic acid